COC=1C=C(C=CC1C1=NN=NN1)C1=CC(=NC=N1)NCCN1C(=CC2=CC=CC=C12)C {6-[3-Methoxy-4-(1H-tetrazol-5-yl)-phenyl]-pyrimidin-4-yl}[2-(2-methyl-indol-1-yl)-ethyl]-amine